S1CNC(C1)C1=NN=CO1 5-(thiazolidin-4-yl)-1,3,4-oxadiazole